2,2,2-trifluoroethyl 2-((2-methylbenzyl) (2-methylbutyl)amino)-2-oxoacetate CC1=C(CN(C(C(=O)OCC(F)(F)F)=O)CC(CC)C)C=CC=C1